Br.BrCC=1C=C2C=NN(C2=CC1)C 5-(bromomethyl)-1-methyl-1H-indazole hydrobromide